methyl 5-[1-(tert-butoxycarbonyl)-1,7-diazaspiro[3.5]nonan-7-yl]cinnoline-8-carboxylate C(C)(C)(C)OC(=O)N1CCC12CCN(CC2)C2=C1C=CN=NC1=C(C=C2)C(=O)OC